ClC1=C(C=CC=C1Cl)N1[C@@H]2CN([C@H](C1)C2)CC=2C=C1C(N(C(C1=CC2)=O)N2C(NC(CC2)=O)=O)=O 5-(((1S,4S)-5-(2,3-dichlorophenyl)-2,5-diazabicyclo[2.2.1]heptane-2-yl)methyl)-2-(2,4-dioxotetrahydropyrimidine-1(2H)-yl)isoindoline-1,3-dione